C(C)(=O)O.O=CC1=CC(OCC)=C(O)C=C1 ethylvanillin acetate